C(C)C1=CC=C(C=C1)N1C=NN(C1=O)CSC1=CC(=C(OCC(=O)OCC)C=C1)C Ethyl 2-(4-(((4-(4-ethylphenyl)-5-oxo-4,5-dihydro-1H-1,2,4-triazol-1-yl)methyl)thio)-2-methylphenoxy)acetate